C(C1=CC=CC=C1)OCC1=NN(C(N1CC)=O)C1=CC(=C(C(=O)O)C=C1F)N[C@@H](C)CCC (S)-4-(3-((Benzyloxy)methyl)-4-ethyl-5-oxo-4,5-dihydro-1H-1,2,4-triazol-1-yl)-5-fluoro-2-(pentan-2-ylamino)benzoic acid